(R)-1-(4-((1-(3-(difluoromethyl)-2-fluorophenyl)ethyl)amino)-7-((2-hydroxy-2-methylpropyl)amino)-2-methylpyrido[2,3-d]pyrimidin-6-yl)cyclopropane-1-carbonitrile FC(C=1C(=C(C=CC1)[C@@H](C)NC=1C2=C(N=C(N1)C)N=C(C(=C2)C2(CC2)C#N)NCC(C)(C)O)F)F